NCCSC12CC3(CC(CC(C1)(C3)C)(C2)C)CN2N=CC(=C2C)C=2C(=NC(=CC2)N2CC3=C(C=CC=C3CC2)C(NC=2SC3=C(N2)C=CC=C3)=O)C(=O)O 3-(1-((3-((2-aminoethyl)thio)-5,7-dimethyladamantan-1-yl)methyl)-5-methyl-1H-pyrazol-4-yl)-6-(8-(benzo[d]thiazol-2-ylcarbamoyl)-3,4-dihydroisoquinolin-2(1H)-yl)picolinic acid